ClC1=C(C(=NN1)C)N1C(C2=CC(=C(C=C2C(=C1)C(C)C)B1OC(C(O1)(C)C)(C)C)F)=O 2-(5-Chloro-3-methyl-1H-pyrazol-4-yl)-7-fluoro-4-isopropyl-6-(4,4,5,5-tetramethyl-1,3,2-dioxaborolan-2-yl)isoquinolin-1(2H)-one